N-(4-(2,5-difluorophenyl)-2-((3S,4R)-3-methyltetrahydro-2H-pyran-4-yl)pyridin-3-yl)-2-isopropylpyrimidine-5-carboxamide FC1=C(C=C(C=C1)F)C1=C(C(=NC=C1)[C@H]1[C@@H](COCC1)C)NC(=O)C=1C=NC(=NC1)C(C)C